NC1=CC=C(C=N1)CCNC(C1=CC(=C(C=C1)S(=O)(=O)CC1=NN(C=C1)C)C#CC1=CC=C(C=C1)F)=O N-(2-(6-aminopyridin-3-yl)ethyl)-3-((4-fluorophenyl)ethynyl)-4-(((1-methyl-1H-pyrazol-3-yl)methyl)sulfonyl)benzamide